N1N=CC(=C1)[C@@H]1[C@H](C1)C(=O)N1CC2=NC(=C(C(=C2C1)C)Cl)C |r| rac-((1S,2S)-2-(1H-pyrazol-4-yl)cyclopropyl)(3-chloro-2,4-dimethyl-5,7-dihydro-6H-pyrrolo[3,4-b]pyridin-6-yl)methanone